C(C)(C)(C)C=1C(=C(C=C(C1O)C(C)(C)C)C)CCC(=O)[O-] 3-(3',5'-di-tert-butyl-4-hydroxytolyl)-propionate